di(2-ethylhexyl)ammonium phosphate P(=O)([O-])([O-])[O-].C(C)C(C[NH2+]CC(CCCC)CC)CCCC.C(C)C(C[NH2+]CC(CCCC)CC)CCCC.C(C)C(C[NH2+]CC(CCCC)CC)CCCC